FC=1C=CC2=C(C=C(O2)C=2N=C3N(C=CC=C3)C2NC)C1 2-(5-Fluoro-1-benzofuran-2-yl)-N-methylimidazo[1,2-a]pyridin-3-amine